CC(C)(C)OC(=O)N1C(CNCC1)C1=NC(=NC(=C1C)Cl)Cl (2,6-dichloro-5-methylpyrimidin-4-yl)piperazine-1-carboxylic acid 2-methylpropan-2-yl ester